3'-(2-(dimethylamino)ethyl)-[1,1'-biphenyl] CN(CCC=1C=C(C=CC1)C1=CC=CC=C1)C